CC=CCC C2-pentene